succinyl diaminopimelate disuccinate C(CCC(=O)O)(=O)O.C(CCC(=O)O)(=O)O.NC1(CCC(=O)OC(CCC(=O)OC(CC1)=O)=O)N